[4-(2,7-dimethyl-9,9-dimethyl-acridine-10-yl)butyl]phosphonic acid CC1=CC=2C(C3=CC(=CC=C3N(C2C=C1)CCCCP(O)(O)=O)C)(C)C